FC1=CC(=CC=2NC(=NC21)C2=CNC1=CC=C(C=C21)C=2C(=C(C=NC2)CNCC)C)F 5-[3-(4,6-difluoro-1H-benzoimidazol-2-yl)-1H-indol-5-yl]-N-ethyl-4-methyl-3-pyridinemethanamine